C(C1=CC=CC=C1)OC1=C(C(=O)O)C(=CC(=C1)C#N)O 2-(Benzyloxy)-4-cyano-6-hydroxybenzoic acid